C(C)(=O)C=1C=C(OC1)S(=O)(=O)NC(=O)NC1=C2CCCC2=CC=2CCCC12 1-(4-acetyl-furan-2-sulfonyl)-3-(1,2,3,5,6,7-hexahydro-s-indacen-4-yl)-urea